FC1=CC2=C(OC3(CC3)CN2)C(=C1C1=C(C=NN1C)I)C#N 6-Fluoro-7-(4-iodo-1-methyl-1H-pyrazol-5-yl)-3,4-dihydrospiro[benzo[b][1,4]oxazine-2,1'-Cyclopropane]-8-nitrile